1-[2-cyano-4-(trifluoromethyl)phenyl]-4-[6-(1-methyl-1H-pyrrol-2-yl)pyridin-3-yl]-N-(1-methylazetidin-3-yl)piperidine-4-carboxamide C(#N)C1=C(C=CC(=C1)C(F)(F)F)N1CCC(CC1)(C(=O)NC1CN(C1)C)C=1C=NC(=CC1)C=1N(C=CC1)C